OC1C(OC(C(C1O)O)OC)CN1N=NC(=C1)C=C(C(=O)N)C (1-((3,4,5-trihydroxy-6-methoxytetrahydro-2H-pyran-2-yl)methyl)-1H-1,2,3-triazol-4-yl)methacrylamide